trihexyl-{(chlorodimethylsilyl)methyl}ammonium chloride [Cl-].C(CCCCC)[N+](C[Si](C)(C)Cl)(CCCCCC)CCCCCC